C(C)(C)C1C(CC(CC1)C)OC(=O)OCC(C)O 2-isopropyl-5-methylcyclohexyloxycarbonyl-oxy-2-hydroxypropane